3-methyl-but-1-eneene CC(C=C)=C